CN1CC(C(CC1)NC(=O)NC1=C2C=CN(C2=CC(=C1)C#CCNC1=C(C=C(C=C1)S(=O)(=O)C)OC)CC(F)(F)F)C 1-(1,3-dimethyl-4-piperidyl)-3-[6-[3-(2-methoxy-4-methylsulfonyl-anilino)prop-1-ynyl]-1-(2,2,2-trifluoroethyl)indol-4-yl]urea